(E)-4-(2,6-dimethylphenyl)-2,4,7-trimethyloct-2,6-dienal CC1=C(C(=CC=C1)C)C(/C=C(/C=O)\C)(CC=C(C)C)C